C(C(=C)C)(=O)OCCSCCCCCCSCCOC(C(=C)C)=O 1,2-bis(methacryloyloxyethyl-thioethyl)ethane